ClC=1C=CC(=C(C1)NC(OC1CN(C1)C1=CC(=C(C=2CCOC21)C2C(NC(CC2)=O)=O)F)=O)F 1-(4-(2,6-dioxopiperidin-3-yl)-5-fluoro-2,3-dihydrobenzofuran-7-yl)azetidin-3-yl (5-chloro-2-fluorophenyl)carbamate